FC1=CC=2N(C=C1)C(=CN2)C2=C1CNC(C1=C(C=C2)NC2=NC=C(C=C2)[C@@H](C)N2C[C@H](CCC2)O)=O 4-(7-fluoro-imidazo[1,2-a]pyridin-3-yl)-7-((5-((R)-1-((S)-3-hydroxy-piperidin-1-yl)ethyl)pyridin-2-yl)amino)isoindolin-1-one